6-(1-Cyclopropyl-indolin-4-yl)-2-(pyrimidin-2-yl)-5,6,7,8-tetrahydrophthalazin-1(2H)-one C1(CC1)N1CCC2=C(C=CC=C12)C1CC=2C=NN(C(C2CC1)=O)C1=NC=CC=N1